NCC1(CCCCC1)C(=O)NC(C(NC=1SC2=C(N1)C=CC(=C2)OC(F)(F)F)=O)(C)C 1-(aminomethyl)-N-(2-methyl-1-oxo-1-((6-(trifluoromethoxy)benzo[d]thiazol-2-yl)amino)propan-2-yl)cyclohexane-1-carboxamide